(5S)-2-[(E)-2-(4-Fluorophenyl)vinyl]-3-oxo-2,3,5,6,7,8-hexahydro[1,2,4]triazolo[4,3-a]pyridin FC1=CC=C(C=C1)/C=C/N1N=C2N(CCCC2)C1=O